Rac-(R)-6-(4-cyanocyclohex-1-en-1-yl)quinoline-4-carboxylic acid tert-butyl ester C(C)(C)(C)OC(=O)C1=CC=NC2=CC=C(C=C12)C1=CC[C@@H](CC1)C#N |r|